C(C)C=1C(=C(N=NC1CC)SC1=NC=CC=C1)C(NO)=N 5,6-diethyl-N-hydroxy-3-(pyridin-2-ylsulfanyl)pyridazine-4-carboximidamide